7-((bis(2-(butyrylthio)ethoxy)phosphoryl)difluoromethyl)-2-naphthoic acid C(CCC)(=O)SCCOP(=O)(OCCSC(CCC)=O)C(C1=CC=C2C=CC(=CC2=C1)C(=O)O)(F)F